N-[(2-amino-quinolin-7-yl)methyl]-N-[2-(ethanesulfonyl)phenyl]pyridine-3-carboxamide NC1=NC2=CC(=CC=C2C=C1)CN(C(=O)C=1C=NC=CC1)C1=C(C=CC=C1)S(=O)(=O)CC